tert-Butyl (R)-3-(1-(3-methyl-[1,1'-biphenyl]-4-yl)-2-oxo-1,2-dihydro-3H-imidazo[4,5-b]pyridin-3-yl)pyrrolidine-1-carboxylate CC=1C=C(C=CC1N1C(N(C2=NC=CC=C21)[C@H]2CN(CC2)C(=O)OC(C)(C)C)=O)C2=CC=CC=C2